C1COCCCC1 tetramethylene-ethylene oxide